CON=C(C(=O)N1CCC(CC1)NC1=CC(=NC=N1)C(=O)OC)C methyl 6-((1-(2-(methoxyimino)propionyl)piperidin-4-yl)amino)pyrimidine-4-carboxylate